C(C)OC1(CC1)C=1C=C2C(=CC=NC2=CC1)C(=O)O 6-(1-ethoxy-cyclopropyl)quinoline-4-carboxylic acid